chloroiodolamide ClC1=C([IH]C=C1)C(=O)N